SC1=C(C(O)=C(C=C1)S)O 3,6-Dimercapto-catechol